N[C@H](C(=O)NC1=CC=C(C=C1)C=1C(=[N+](C=CC1C)[O-])C)[C@H]1CCCC2=CC=CC=C12 3-(4-((S)-2-amino-2-((S)-1,2,3,4-tetrahydronaphthalen-1-yl)acetamido)phenyl)-2,4-dimethylpyridine 1-oxide